Boc-D-Lysine C(=O)(OC(C)(C)C)N[C@H](CCCCN)C(=O)O